C[N+](CCCC)(CCCC)CCCC methyltributylaminium